(2S,4a'R,7R,8'R,8a'R)-2',2'-dimethyl-8'-(4-(3,4,5-trifluorophenyl)-1H-1,2,3-triazol-1-yl)octahydro-4'H-spiro[pyran-2,6'-pyrano[3,2-d][1,3]dioxin]-7'-ol CC1(OC[C@@H]2[C@H](O1)[C@@H](C([C@]1(O2)OCCCC1)O)N1N=NC(=C1)C1=CC(=C(C(=C1)F)F)F)C